(3R,4R)-4-(4-(4-(1-(pent-3-yl)-1H-pyrazol-4-yl)pyrazolo[1,5-a]pyrazin-6-yl)-1H-pyrazol-1-yl)piperidin-3-ol CCC(CC)N1N=CC(=C1)C=1C=2N(C=C(N1)C=1C=NN(C1)[C@H]1[C@@H](CNCC1)O)N=CC2